N-(4-chlorobenzyl)-7-((1-((2-cyanopropan-2-yl)sulfonyl)cyclopropyl)methyl)-8-oxo-5,6,7,8-tetrahydroimidazo[1,5-a]pyrazine-3-carboxamide ClC1=CC=C(CNC(=O)C2=NC=C3N2CCN(C3=O)CC3(CC3)S(=O)(=O)C(C)(C)C#N)C=C1